4-Chlorophenyl-acetonitril ClC1=CC=C(C=C1)CC#N